8-bromo-2-chloro-6-fluoro-quinazolin-4-ol BrC=1C=C(C=C2C(=NC(=NC12)Cl)O)F